C(#N)C=1C(=NN2C1C=CC(=C2)OCC(C)(C)O)C21CNCC(N2C(=O)[O-])C1 5-(3-cyano-6-(2-hydroxy-2-methylpropoxy)pyrazolo[1,5-a]pyridin-2-yl)-3,6-diazabicyclo[3.1.1]heptane-6-carboxylate